ClC=1C=C(C=CC1OC(C)C)C1=NC(=NO1)N1CCCC2=CC(=CC=C12)C=O 1-(5-(3-chloro-4-isopropoxyphenyl)-1,2,4-oxadiazol-3-yl)-1,2,3,4-tetrahydroquinoline-6-Formaldehyde